3-azabicyclo[5.1.0]oct-1-yl-methanol C12(CNCCCC2C1)CO